7-Ethoxy-N-(4-(ethylsulfonyl)benzyl)-10-((4-(trifluoromethyl)phenyl)sulfonyl)-phenothiazine-2-carboxamide C(C)OC=1C=C2SC=3C=CC(=CC3N(C2=CC1)S(=O)(=O)C1=CC=C(C=C1)C(F)(F)F)C(=O)NCC1=CC=C(C=C1)S(=O)(=O)CC